C(C)(C)(C)OC(=O)C1=CN=C(N1C)CN1C[C@H](CC1)N1C(N(C=2C1=NC=CC2)C=2C=C(C=CC2)C2=CC=CC=C2)=O (S)-2-((3-(1-([1,1'-biphenyl]-3-yl)-2-oxo-1,2-dihydro-3H-imidazo[4,5-b]pyridin-3-yl)pyrrolidin-1-yl)methyl)-1-methyl-1H-imidazole-5-carboxylic acid tert-butyl ester